N-(1-((2-cyanobenzyl)oxy)-2-methylpropan-2-yl)-6,7-dihydro-5H-cyclopenta[b]pyridine-3-carboxamide C(#N)C1=C(COCC(C)(C)NC(=O)C=2C=C3C(=NC2)CCC3)C=CC=C1